N1=C(C=CC=C1)C(=O)N[C@@H](CC1=CC=CC=C1)C(=O)OC Methyl picolinoyl-L-phenylalaninate